CC=1C=2N(C=C(N1)C)N=C(C2)C2=NC1=CC=C(C=C1C(N2)=O)N2CCN(CC2)CCOC 2-(4,6-dimethylpyrazolo[1,5-a]pyrazin-2-yl)-6-[4-(2-methoxyethyl)piperazin-1-yl]quinazolin-4(3H)-one